p-methylphenyl-aniline CC1=CC=C(NC2=CC=CC=C2)C=C1